2-octadecyl-sn-glycerol C(CCCCCCCCCCCCCCCCC)OC(CO)CO